5-(5-bromo-3-nitropyridin-2-yl)-3-isopropylthiophene-2-carboxylic acid methyl ester COC(=O)C=1SC(=CC1C(C)C)C1=NC=C(C=C1[N+](=O)[O-])Br